2-(3-aminotetrahydro-2H-pyran-2-yl)-N-benzyl-3-bromo-5-chlorothieno[3,2-b]pyridin-7-amine NC1C(OCCC1)C1=C(C2=NC(=CC(=C2S1)NCC1=CC=CC=C1)Cl)Br